2-methylhydrazine-1-carboxylate CNNC(=O)[O-]